methyl (R)-methyl-4-(2-bromo-4-fluorophenyl)-2-(4-methylthiazol-2-yl)-6-(((S)-6-((phenylsulfonyl) carbamoyl)-5-azaspiro[2.4]hept-5-yl) methyl)-1,4-dihydropyrimidine-5-carboxylate CN1C(=N[C@H](C(=C1CN1CC2(CC2)C[C@H]1C(NS(=O)(=O)C1=CC=CC=C1)=O)C(=O)OC)C1=C(C=C(C=C1)F)Br)C=1SC=C(N1)C